2-(4-(4-(2-(2,4-dichlorophenyl)-5-isopropyloxazol-4-yl)but-1-en-2-yl)-2-methylphenoxy)ethan-1-ol ClC1=C(C=CC(=C1)Cl)C=1OC(=C(N1)CCC(=C)C1=CC(=C(OCCO)C=C1)C)C(C)C